C(C)(C)(C)OC(N[C@H]1CCCC2=CC=CC=C12)=O (S)-1,2,3,4-Tetrahydronaphthalene-1-carbamic acid tert-butyl ester